3-[3-methyl-2-oxo-4-[[3-(4-piperidylmethoxy)azetidin-1-yl]methyl]benzimidazol-1-yl]piperidine CN1C(N(C2=C1C(=CC=C2)CN2CC(C2)OCC2CCNCC2)C2CNCCC2)=O